FC1=C(C=C(C=C1)C=1C2=C(N=NC1)N(C=N2)C(C)C)C2=C(C=1N(C=C2)C(=NN1)C1CC(C1)OC)OC Rel-4-(4-fluoro-3-(8-methoxy-3-((1r,3r)-3-methoxycyclobutyl)-[1,2,4]triazolo[4,3-a]pyridin-7-yl)phenyl)-7-isopropyl-7H-imidazo[4,5-c]pyridazine